ClC=1C=C(NC2(CCC3(C(CC4=CC=C(C=C34)OC)C[C@H](COC3=CC=NC=4CCC[C@H](C34)C)C)CC2)C(=O)O)C=CC1 4-(3-Chloroanilino)-6'-methoxy-2'-[(2R)-2-methyl-3-{[(5R)-5-methyl-5,6,7,8-tetrahydroquinolin-4-yl]oxy}propyl]-2',3'-dihydrospiro[cyclohexane-1,1'-indene]-4-carboxylic acid